6-Chloro-5-fluoro-1-methyl-1,2-dihydro-3H-benzo[e]indole-3-carboximidamide hydrochloride tert-Butyl-(5-chloro-4-fluoronaphthalen-2-yl)carbamate C(C)(C)(C)N(C(O)=O)C1=CC2=CC=CC(=C2C(=C1)F)Cl.Cl.ClC1=CC=CC=2C=3C(CN(C3C=C(C21)F)C(N)=N)C